phenyl-(5-(trimethylsilyl)isoxazol-3-yl)methanone C1(=CC=CC=C1)C(=O)C1=NOC(=C1)[Si](C)(C)C